C(C)N1C=NC2=C1C=C(C=C2C(=O)NCC2=C(C=CC=C2)C(F)(F)F)NC(=O)C2=C(C=CC=C2)C(F)(F)F 1-ethyl-N-[2-(trifluoromethyl)benzyl]-6-({[2-(trifluoromethyl)phenyl]carbonyl}amino)-1H-benzimidazole-4-carboxamide